NC(C(=O)O)CCC#C 2-aminohex-5-ynoic acid